3-amino-N-(2,6-difluorobenzyl)-6-(3-methylimidazo[1,2-a]pyridin-6-yl)-5-morpholinylpyrazine-2-carboxamide NC=1C(=NC(=C(N1)N1CCOCC1)C=1C=CC=2N(C1)C(=CN2)C)C(=O)NCC2=C(C=CC=C2F)F